C(#N)[C@H](CC1=C(C=C(C=C1)C=1C=CC2=C(N(C(O2)=O)C)C1)F)NC(=O)[C@H]1OC[C@@](CNC1)(C)O (2S,6S)-N-[(1S)-1-cyano-2-[2-fluoro-4-(3-methyl-2-oxo-1,3-benzoxazol-5-yl)phenyl]ethyl]-6-hydroxy-6-methyl-1,4-oxazepane-2-carboxamide